CC1=CN=C2C(=N1)CCC2 2-Methyl-6,7-dihydro-5H-cyclopenta[b]pyrazine